quinoline-5,6,7,8-tetracarboxylic acid tetraethyl ester C(C)OC(=O)C1=C2C=CC=NC2=C(C(=C1C(=O)OCC)C(=O)OCC)C(=O)OCC